C(C1=CC=CC=C1)(C1=CC=CC=C1)N1CCN(CC1)C(CC=1C=NC=CC1)=O 1-(4-benzhydrylpiperazin-1-yl)-2-(pyridin-3-yl)ethan-1-one